ClC1=C(C=C2CC(N3C(C2=C1)=CC(C(=C3)C(=O)OCC)=O)C(C)C)OCCCOC ethyl 10-chloro-9-(3-methoxypropoxy)-2-oxo-6-(propan-2-yl)-2H,6H,7H-pyrido[2,1-a]isoquinoline-3-carboxylate